C(C)(C)(C)C1=CC=C(C(=O)O)C=C1 4-tertiary butylbenzoic acid